S1C(=CC=C1)S(=O)(=O)N1C2CN(C(C1)C2)C(=O)OC(C)(C)C tert-Butyl 5-(thiophene-2-ylsulfonyl)-2,5-diazabicyclo[2.2.1]heptane-2-carboxylate